5-chloro-3,4-dimethylpyrido[4',3':4,5]Thieno[2,3-c]Pyridazin-8-ol ClC1=CN=C(C2=C1C1=C(N=NC(=C1C)C)S2)O